C1(CCCCC1)COC([C@@H](N)C)=O L-alanine cyclohexylMethyl ester